N-(6-bromo-7-chloroisoquinolin-3-yl)-2-ethyl-3-(1-methyl-1H-pyrazol-4-yl)cyclopropane-1-carboxamide BrC=1C=C2C=C(N=CC2=CC1Cl)NC(=O)C1C(C1C=1C=NN(C1)C)CC